4-((((2-(2,6-dioxopiperidin-3-yl)-4-fluoro-1-oxoisoindoline-5-yl)methyl)amino)methyl)-N-(4-methyl-3-((4-(pyridin-3-yl)pyrimidin-2-yl)amino)phenyl)benzamide O=C1NC(CCC1N1C(C2=CC=C(C(=C2C1)F)CNCC1=CC=C(C(=O)NC2=CC(=C(C=C2)C)NC2=NC=CC(=N2)C=2C=NC=CC2)C=C1)=O)=O